C(C)(C)(C)C(C(=O)O)OCCOCCOCCOCCOS(=O)(=O)C1=CC=C(C)C=C1 Tert-butyl-14-(tosyloxy)-3,6,9,12-tetraoxatetradecanoic acid